(R)-3-(3-chloro-4-fluorophenyl)-1-(1-(6,7-difluoro-3-methyl-4-oxo-3,4-dihydrophthalazin-1-yl)ethyl)-1-methylurea ClC=1C=C(C=CC1F)NC(N(C)[C@H](C)C1=NN(C(C2=CC(=C(C=C12)F)F)=O)C)=O